P(=O)(O)(O)O.FC=1C=C(C=CC1C=1C=NC(=CC1)C=1N=NN(N1)C)N1C(O[C@@H](C1)C(CF)O)=O (S)-3-(3-fluoro-4-(6-(2-methyl-2H-tetrazol-5-yl)pyridin-3-yl)phenyl)-5-(1-hydroxy-2-fluoroethyl)oxazolidin-2-one phosphate